1-chlorobutaneOn ClCC(CC)=O